N,N-dimethylundecanamide CN(C(CCCCCCCCCC)=O)C